FC=1C=C(C=CC1F)[C@H]1[C@@H](CN(C1)CCOC)NC(=O)NC1=C(C(=NN1C1=CC=CC=C1)C=1C=NN(C1)C)CC 1-((3S,4R)-4-(3,4-difluorophenyl)-1-(2-methoxyethyl)pyrrolidin-3-yl)-3-(4-ethyl-1'-methyl-1-phenyl-1H,1'H-[3,4'-bipyrazole]-5-yl)urea